diphenyl-tetrazolium Bromide tert-butyl-6-[[5-(difluoromethyl)-2-(2-trimethylsilylethoxymethyl)pyrazol-3-yl]methylene]-2-azaspiro[3.3]heptane-2-carboxylate C(C)(C)(C)OC(=O)N1CC2(C1)CC(C2)=CC=2N(N=C(C2)C(F)F)COCC[Si](C)(C)C.[Br-].C2(=CC=CC=C2)C=2N=NN[N+]2C2=CC=CC=C2